FC(CN1N=CC=2C1=NC(=NC2)N2CCC1(CC(N(C1)C1=NC=CC(=C1)C(F)(F)F)=O)CC2)F 8-[1-(2,2-difluoroethyl)-1H-pyrazolo[3,4-d]pyrimidin-6-yl]-2-[4-(trifluoromethyl)pyridin-2-yl]-2,8-diazaspiro[4.5]decan-3-one